(rac)-2-methylpropane-2-sulfinamide CC(C)(C)[S@@](=O)N |r|